C(C)S(=O)(=O)[O-].OCCN1CCNCC1.[K+] potassium 4-hydroxyethyl-piperazine ethanesulfonate